1-(3,3-difluoro-4-hydroxy-5-(hydroxymethyl)tetrahydrofuran-2-yl)2-oxo-1,2-dihydropyrimidin FC1(C(OC(C1O)CO)N1C(N=CC=C1)=O)F